L-homoserine amide N[C@@H](CCO)C(=O)N